N-[3-chloro-2-fluoro-4-[[(2R)-tetrahydrofuran-2-yl]methoxy]phenyl]-6-[(1S,4S)-2,5-diazabicyclo[2.2.1]heptan-2-yl]pyrido[3,2-d]pyrimidin-4-amine ClC=1C(=C(C=CC1OC[C@@H]1OCCC1)NC=1C2=C(N=CN1)C=CC(=N2)N2[C@@H]1CN[C@H](C2)C1)F